6-{4-[(3-chloro-8-fluoro-2-oxo-1H-quinolin-7-yl)methyl]piperazin-1-yl}pyridine-3-carbonitrile ClC=1C(NC2=C(C(=CC=C2C1)CN1CCN(CC1)C1=CC=C(C=N1)C#N)F)=O